N4-(3-chloro-2-fluoro-phenyl)-7-[2-[(3R)-3-methoxy-1-methyl-pyrrolidin-3-yl]ethynyl]quinazoline-4,6-diamine ClC=1C(=C(C=CC1)NC1=NC=NC2=CC(=C(C=C12)N)C#C[C@]1(CN(CC1)C)OC)F